C(C)(=O)SC(C(=O)N)C1=CC=CC=C1 S-(2-amino-2-oxo-1-phenylethyl) thioacetate